Cl.[C@H]12CC(C[C@H](CC1)N2)N(C=2SC1=C(N2)SC(=N1)N1C(C=C(C=C1)N1N=CC(=C1)F)=O)C 1-(5-{[(1R,3s,5S)-8-Azabicyclo[3.2.1]octan-3-yl](methyl)amino}[1,3]thiazolo[5,4-d][1,3]thiazol-2-yl)-4-(4-fluoro-1H-pyrazol-1-yl)pyridin-2(1H)-on Hydrochlorid